FC(OC1=C(C=CC=C1)[C@H](CN1C(N(C(C2=C1SC(=C2C)C=2OC=CN2)=O)C(C(=O)O)(C)C)=O)OC(C)C)F 2-[1-[(2R)-2-[2-(difluoromethoxy)phenyl]-2-(prop-2-yloxy)ethyl]-5-methyl-6-(1,3-oxazol-2-yl)-2,4-dioxo-1H,2H,3H,4H-thieno[2,3-d]pyrimidin-3-yl]-2-methylpropionic acid